(4S)-4-benzyl-3-propanoyl-1,3-oxazolidin-2-one C(C1=CC=CC=C1)[C@@H]1N(C(OC1)=O)C(CC)=O